C1=C(C(=CC2=CC=CC=C12)C=O)C=O naphthalene-2,3-dicarboxaldehyde